C(C\C=C/CC)OC1=C(C=C(C=O)C=C1)OC (Z)-4-(hex-3-en-1-yloxy)-3-methoxybenzaldehyde